methyl 2-(1-(4,5-dichloro-2-hydroxybenzyl)piperidin-4-yl)acetate ClC1=CC(=C(CN2CCC(CC2)CC(=O)OC)C=C1Cl)O